(2-oxo-1,2-dihydrobenzo[cd]indol-6-yl)-N-(6-(4-trifluoromethoxymethyl-2H-1,2,3-triazol-2-yl)-5-trifluoromethylpyridin-3-yl)-5-trifluoromethyl-1H-pyrazole-4-carboxamide O=C1NC2=CC=C(C=3C2=C1C=CC3)N3N=CC(=C3C(F)(F)F)C(=O)NC=3C=NC(=C(C3)C(F)(F)F)N3N=CC(=N3)COC(F)(F)F